(5-(4-aminophenyl)-3-methylisoxazol-4-yl)methyl cyclopentyl(methyl)carbamate C1(CCCC1)N(C(OCC=1C(=NOC1C1=CC=C(C=C1)N)C)=O)C